(E)-4-(naphthalen-2-yl)but-3-en-2-one C1=C(C=CC2=CC=CC=C12)/C=C/C(C)=O